CN1N=C(C=2C1=NC=CC2)C=O (1-methylpyrazolo[3,4-b]pyridin-3-yl)methanone